2-Ethylhexyl itaconate C(C(=C)CC(=O)[O-])(=O)OCC(CCCC)CC